N1-(4-(1,2-Dimethyl-1H-indol-3-yl)pyrimidin-2-yl)-4-(2-(dimethylamino)-ethoxy)-6-methoxybenzene-1,3-diamine CN1C(=C(C2=CC=CC=C12)C1=NC(=NC=C1)NC1=CC(=C(C=C1OC)OCCN(C)C)N)C